BrC1=CC=C(C=C1)C(C)N1C(=NC=C1)CF 1-(1-(4-bromophenyl)ethyl)-2-(fluoromethyl)-1H-imidazole